(3S)-1-[2-[4-(2-chlorophenyl)-2-oxo-chromen-7-yl]oxypropanoyl]pyrrolidine ClC1=C(C=CC=C1)C1=CC(OC2=CC(=CC=C12)OC(C(=O)N1CCCC1)C)=O